((5-methyl-7-oxo-2-phenyl-3-(piperidin-1-yl)-4,7-dihydropyrazolo[1,5-a]pyrimidin-6-yl)methyl)-2H-benzo[b][1,4]oxazin-3(4H)-one CC=1NC=2N(C(C1CC1C(NC3=C(O1)C=CC=C3)=O)=O)N=C(C2N2CCCCC2)C2=CC=CC=C2